ClC1=CC(=C(CNC(=O)[C@@H]2C=3C=CC=NC3[C@H](CC2)O)C=C1)F (5S,8S)-N-(4-chloro-2-fluorobenzyl)-8-hydroxy-5,6,7,8-tetrahydro-quinoline-5-carboxamide